(E)-3-(Benzylthio)-3-{diisopropyl[(4-methoxybenzyl)oxy]silyl}-1-phenylprop-2-en-1-one C(C1=CC=CC=C1)S/C(=C/C(=O)C1=CC=CC=C1)/[Si](OCC1=CC=C(C=C1)OC)(C(C)C)C(C)C